COC1=NC=CC=C1C=1CCC(CCN1)(C)C 7-(2-methoxy-3-pyridinyl)-4,4-dimethyl-2,3,5,6-tetrahydroazepine